COC1=NC=C(C2=C1N=C(S2)NC(=O)N2C[C@H](CC2)F)C2CCOCC2 (S)-3-Fluoro-pyrrolidine-1-carboxylic acid [4-methoxy-7-(tetrahydro-pyran-4-yl)-thiazolo[4,5-c]pyridin-2-yl]-amide